ClC=1C=CC(=C(C1)C1=CC(N(C=C1OC)CN1C=NN(C1)C1=CC=CC=C1)=O)N1N=NC(=C1)Cl 4-(5-chloro-2-(4-chloro-1H-1,2,3-triazol-1-yl)phenyl)-5-methoxy-1-((1-phenyl-1H-1,2,4-triazol-4-yl)methyl)pyridin-2(1H)-one